1-((2-(3'-amino-2,2'-dimethyl-[1,1'-biphenyl]-3-yl)-7-cyanobenzo[d]oxazol-5-yl)methyl)piperidine-4-carboxylic acid methyl ester COC(=O)C1CCN(CC1)CC=1C=C(C2=C(N=C(O2)C=2C(=C(C=CC2)C2=C(C(=CC=C2)N)C)C)C1)C#N